(E)-2-nonenoic acid C(\C=C\CCCCCC)(=O)O